7-(5-(2-methyl-5,6,7,8-tetrahydroimidazo[1,2-a]pyrazine-7-carbonyl)-1H-pyrrolo[2,3-b]pyridin-3-yl)-3,4-dihydropyrrolo[1,2-a]pyrazin-1(2H)-one CC=1N=C2N(CCN(C2)C(=O)C=2C=C3C(=NC2)NC=C3C=3C=C2N(CCNC2=O)C3)C1